NCC=1C=C(C=CC1)C=1OC2=C(C1)C=CC=C2COC2=C(C=CC=C2)CC(=O)OCC ethyl 2-(2-((2-(3-(aminomethyl)phenyl)benzofuran-7-yl)methoxy)phenyl)acetate